4-azidobenzoate N(=[N+]=[N-])C1=CC=C(C(=O)[O-])C=C1